O1C(CC1)CN1C=NC2=C1N=C(S2)C(=O)O 4-(oxetan-2-ylmethyl)-4H-imidazo[4,5-d]thiazole-2-carboxylic acid